ClC=1C=NN(C1C(=O)NC1=NC=C(C=C1C)C#CC1=CC=CC=C1)CCC1CCN(CC1)C(C(C)C)=O 4-chloro-1-(2-(1-isobutyrylpiperidin-4-yl)ethyl)-N-(3-methyl-5-(phenylethynyl)pyridin-2-yl)-1H-pyrazole-5-carboxamide